((3R,5R)-3-amino-5-fluoropiperidin-1-yl)(2-(3-ethyl-1-(2-hydroxyethyl)-2,3-dihydro-1H-pyrrolo[1,2,3-de]quinoxalin-5-yl)-7-methoxy-1-methyl-1H-benzo[d]imidazol-5-yl)methanone N[C@H]1CN(C[C@@H](C1)F)C(=O)C1=CC2=C(N(C(=N2)C2=CC=3C=4N2C(CN(C4C=CC3)CCO)CC)C)C(=C1)OC